C(=O)C1=CC=C(N1C)C(=O)O 5-FORMYL-1-METHYL-1H-PYRROLE-2-CARBOXYLIC ACID